6-(4-aminopiperidin-1-yl)-2-(4-cyano-3-fluorophenyl)-3-(3,3-difluoro-1-methyl-2-oxoindol-5-yl)isonicotinic acid NC1CCN(CC1)C=1N=C(C(=C(C(=O)O)C1)C=1C=C2C(C(N(C2=CC1)C)=O)(F)F)C1=CC(=C(C=C1)C#N)F